[N+](=O)([O-])C1=CC=C(OC(=O)C=2NC3=CC=C(C=C3C2)C(=O)P(O)(O)=O)C=C1 (2-((4-nitrophenoxy)carbonyl)-1H-indole-5-carbonyl)phosphonic acid